NCCOCCOCCOC1=NC(=NC(=C1)C(F)(F)F)N[C@@H]1[C@H]([C@H]([C@H](OC1)CN1CCN(CC1)C)O)O (2R,3R,4R,5S)-5-((4-(2-(2-(2-aminoethoxy)ethoxy)ethoxy)-6-(trifluoromethyl)pyrimidin-2-yl)amino)-2-((4-methylpiperazin-1-yl)methyl)tetrahydro-2H-pyran-3,4-diol